(R)-(1,3-dimethyl-azetidin-3-yl)-(4-isopropyl-phenyl)-(5-methyl-pyridin-3-yl)-methanol CN1CC(C1)(C)[C@@](O)(C=1C=NC=C(C1)C)C1=CC=C(C=C1)C(C)C